C(C(=O)O)(=O)O.C(C)OC(=O)[C@H]1N(CCCC1)OCC1=CC=CC=C1 (2S,5R)-benzyloxypiperidine-2-carboxylic acid ethyl ester oxalate